3-p-hydroxyphenylpropionic acid OC1=CC=C(C=C1)CCC(=O)O